1-((5,6-bis(benzyloxy)pyrimidin-4-yl)methyl)-3-isopropyl-4-(4-((4-(((tetrahydrofuran-3-yl)amino)methyl)phenyl)ethyl)phenyl)imidazolidin-2-one C(C1=CC=CC=C1)OC=1C(=NC=NC1OCC1=CC=CC=C1)CN1C(N(C(C1)C1=CC=C(C=C1)CCC1=CC=C(C=C1)CNC1COCC1)C(C)C)=O